[Si](C1=CC=CC=C1)(C1=CC=CC=C1)(C(C)(C)C)OCC[C@H](C#C)NC(OC(C)(C)C)=O tert-Butyl [(3R)-5-{[tert-butyl(diphenyl)silyl]oxy}pent-1-yn-3-yl]carbamate